5-(methoxymethyl)phenyl-dimethylphosphine COCC=1C=CC=C(C1)P(C)C